C(C)OC(=O)C1=CC=2N=C(N=CC2S1)Cl (2-Chlorothieno[3,2-d]pyrimidin-6-yl)carboxylic acid ethyl ester